NC1=C2N=CN(C2=NC(=N1)F)[C@H]1[C@@H]([C@@H]([C@@](O1)(\C=C\C)CO)O)O (2R,3S,4R,5R)-5-(6-amino-2-fluoro-9H-purin-9-yl)-2-(hydroxymethyl)-2-((E)-prop-1-en-1-yl)tetrahydrofuran-3,4-diol